FC=1C=C(C=NC1)[C@@H]1N(CCC1)C1=NC=2N(C=C1)N=CC2C(=O)N[C@H]2[C@H](CCC2)O 5-((R)-2-(5-fluoropyridin-3-yl)pyrrolidin-1-yl)-N-((1R,2s)-2-hydroxycyclopentyl)pyrazolo[1,5-a]pyrimidine-3-carboxamide